5-[4-[(3S)-1-(3-Fluoropropyl)pyrrolidin-3-yl]oxyphenyl]-4-[(2S)-2-methyl-2,3-dihydrobenzofuran-5-yl]-2,3-dihydro-1-benzothiepin-8-ol FCCCN1C[C@H](CC1)OC1=CC=C(C=C1)C1=C(CCSC2=C1C=CC(=C2)O)C=2C=CC1=C(C[C@@H](O1)C)C2